FC(C(=O)O)(F)F.NC1=C2C(=NC=N1)N(N=C2C=2C=CC1=C(N=C(O1)N)C2)CCCCN 5-(4-amino-1-(4-aminobutyl)-1H-pyrazolo[3,4-d]pyrimidin-3-yl)benzo[d]-oxazol-2-amine Trifluoroacetic Acid Salt